NC1=CN=CN1 5-Amino-1H-imidazol